NC1=C(C=CC(=C1)OC(F)(F)F)C(=O)N1CCC(CC1)C=1C(=CN=C2NC(=NC12)C1CCN(CC1)C)F (2-amino-4-trifluoromethoxyphenyl){4-[6-fluoro-2-(1-methyl-4-piperidyl)-3H-1,3,4-triazainden-7-yl]-1-piperidyl}methanone